ethyl 6-bromo-7-methylpyrazolo[1,5-a]pyridine-3-carboxylate BrC=1C=CC=2N(C1C)N=CC2C(=O)OCC